S1C(=NC2=C1C=CC=C2)NC2=C(C=C(N=N2)N(C=2SC(=C(N2)C(=O)O)C2CN(C2)C(=O)OC(C)(C)C)C)C 2-({6-[(1,3-benzothiazol-2-yl)amino]-5-methylpyridazin-3-yl}(methyl)amino)-5-{1-[(tert-butoxy)carbonyl]azetidin-3-yl}-1,3-thiazole-4-carboxylic acid